C(C)(C)(C)OC(=O)C=1C=CC2=C(N(C(=N2)CN2CCC(CC2)C2=NC(=CC=C2)OCC2=CC=C3C=NN(C3=C2)CC(F)F)C[C@H]2OCC2)C1 (S)-2-((4-(6-((1-(2,2-difluoroethyl)-1H-indazol-6-yl)methoxy)pyridin-2-yl)piperidine-1-yl)methyl)-1-(oxetan-2-ylmethyl)-1H-benzo[d]imidazole-6-carboxylic acid tert-butyl ester